tert-butyl (5-(4-methyl-1-oxo-1,3-dihydroisobenzofuran-5-yl)piperidin-3-yl)carbamate CC1=C2COC(C2=CC=C1C1CC(CNC1)NC(OC(C)(C)C)=O)=O